BrCCCNNC(C1=C(C(=C(C(=C1F)F)F)F)F)=O N-3-bromopropylamino-2,3,4,5,6-pentafluorobenzamide